C(C1=CC=CC=C1)OC1(CC(C(N2C(C=3N(N1C2)C=C(C(C3)=O)C(=O)NCC3=C(C=C(C=C3F)F)F)=O)C)CO)C (benzyloxy)-4-(hydroxymethyl)-2,5-dimethyl-7,9-dioxo-N-(2,4,6-trifluorobenzyl)-2,3,4,5,7,9-hexahydro-1,6-methanopyrido[1,2-b][1,2,5]triazonine-10-carboxamide